C(C1=CC=CC=C1)OC(=O)NCCCC(=O)NC=1C=C(C=CC1O[Si](C)(C)C(C)(C)C)C[C@@H](CC(C(=O)OCC)C)NC(=O)OC(C)(C)C (4R)-ethyl 5-(3-(4-(((benzyloxy)carbonyl)amino) butanamido)-4-((tert-butyldimethylsilyl)oxy)phenyl)-4-((tert-butoxycarbonyl)amino)-2-methylpentanoate